C1OCC12CC(C2)C2=C(C=CC(=C2)C)S(=O)(=O)OC(C)C=2C(=NN(C2)C)C(F)(F)F 1-(1-methyl-3-(trifluoromethyl)-1H-pyrazol-4-yl)ethan-1-ol 2-oxaspiro[3.3]Heptan-6-yl-4-methylbenzenesulfonate